FC=1C(=C(OC2=NC=C(C(=C2B(O)O)C)C(F)(F)F)C=CC1F)C [2-(3,4-difluoro-2-methyl-phenoxy)-4-methyl-5-(trifluoromethyl)-3-pyridinyl]boronic acid